ClC=1C=C2C=C(NC2=CC1OCC1=CC(=NO1)C)CNC(=O)C1CC(C1)O (1s,3s)-N-((5-chloro-6-((3-methylisoxazol-5-yl)methoxy)-1H-indol-2-yl)methyl)-3-hydroxycyclobutane-1-carboxamide